methyl-N-(thiazol-2-yl)benzamide ammonium succinate salt C(CCC(=O)[O-])(=O)[O-].[NH4+].CC1=C(C(=O)NC=2SC=CN2)C=CC=C1.[NH4+]